NC=1C=NC=CC1C1=CC(=C(C(=O)NC=2C=NC(=C(C2)Cl)N2N=CC=N2)C=C1F)Cl 4-(3-aminopyridin-4-yl)-2-chloro-N-(5-chloro-6-(2H-1,2,3-triazol-2-yl)pyridin-3-yl)-5-Fluorobenzamide